6-hydroxybenzo[d]thiazole-2-amine OC1=CC2=C(N=C(S2)N)C=C1